N,N-di-tert-butoxycarbonyl-4-methyl-5-(1-tert-butylpyrazol-4-yl)-1,3-thiazol-2-amine C(C)(C)(C)OC(=O)N(C=1SC(=C(N1)C)C=1C=NN(C1)C(C)(C)C)C(=O)OC(C)(C)C